Cl.N1=CC=C(C=C1)C1(CC1)C(=O)O 1-(pyridin-4-yl)cyclopropane-1-carboxylic Acid hydrochloride